ClC1=CC=C(CN2C(=NC=3N(C(N(C(C23)=O)CCCO)=O)C)OC2=C(C(=CC=C2)Cl)Cl)C=C1 7-(4-chlorobenzyl)-8-(2,3-dichlorophenoxy)-1-(3-hydroxypropyl)-3-methyl-1H-purine-2,6(3H,7H)-dione